CC(C#N)(C)C=1OC(=NN1)C1=CC2=C(C(C[C@@H](C(N2CC2=CC=C(C=C2)C2=NC=C(C=C2)OC(F)F)=O)N)(F)F)C=C1F 2-methyl-2-[5-[(3S)-3-amino-1-[[4-[5-(difluoromethoxy)-2-pyridyl]phenyl]methyl]-5,5,7-trifluoro-2-oxo-3,4-dihydro-1-benzazepin-8-yl]-1,3,4-oxadiazol-2-yl]propanenitrile